4-(allyloxy-carbonyloxy)-3,5-diiodobenzonitrile C(C=C)OC(=O)OC1=C(C=C(C#N)C=C1I)I